C(C)C1=CC(=NC=C1N1CCC2(OCCO2)CC1)C1C(NC(CC1)=O)=O 3-(4-ethyl-5-(1,4-dioxa-8-azaspiro[4.5]decan-8-yl)pyridin-2-yl)piperidine-2,6-dione